C(C)(C)(C)OC(N(CCC(=O)NCCCNC1=C2C=NN(C2=CC(=C1)C#N)C1OCCCC1)CC1=CC(=C(C=C1)OC(F)(F)F)Cl)=O tert-butyl(3-chloro-4-(trifluoromethoxy)benzyl)(3-((3-((6-cyano-1-(tetrahydro-2H-pyran-2-yl)-1H-indazol-4-yl)amino)propyl)amino)-3-oxopropyl)carbamate